4-(4-((1-(3-Fluorobenzyl)azetidin-3-yl)sulfonyl)-3,4-dihydro-2H-pyrido[4,3-b][1,4]oxazin-8-yl)benzonitrile FC=1C=C(CN2CC(C2)S(=O)(=O)N2C3=C(OCC2)C(=CN=C3)C3=CC=C(C#N)C=C3)C=CC1